N-isobutylcyanamide C(C(C)C)NC#N